S-ethyl (1,3-dioxoisoindolin-2-yl)(methyl)carbamothioate O=C1N(C(C2=CC=CC=C12)=O)N(C(SCC)=O)C